C(C1=CC=CC=C1)OC(=O)N[C@@H](CCC(=O)OC(C)(C)C)C(=O)NC1=C(C=CC=C1)F tert-Butyl (S)-4-(((benzyloxy)carbonyl)amino)-5-((2-fluorophenyl)amino)-5-oxopentanoate